ClC1=C(C(C2=CC=CC=C2C1OC1=CC=CC=C1)OC1=CC=CC=C1)NC1=C(C(=O)NC2=NC=CC=N2)C=CC=C1 ((3-chloro-1,4-diphenoxy-1,4-dihydronaphthalen-2-yl)amino)-N-(pyrimidin-2-yl)benzamide